F[C@H]1CN(CC[C@H]1NC1=C2C=C(N(C2=CC=C1)CC(F)(F)F)C1=NOC(=N1)CNC(=O)C=1N=C2N(C=CC=C2)C1)C N-{[3-(4-{[(3S,4R)-3-fluoro-1-methylpiperidin-4-yl]amino}-1-(2,2,2-trifluoroethyl)-1H-indol-2-yl)-1,2,4-oxadiazol-5-yl]methyl}imidazo[1,2-a]pyridine-2-carboxamide